tert-butyl (3-bromo-5-((3-bromo-5-(pentafluoro-λ6-sulfanyl)phenyl) sulfonyl)benzoyl)glycinate BrC=1C=C(C(=O)NCC(=O)OC(C)(C)C)C=C(C1)S(=O)(=O)C1=CC(=CC(=C1)S(F)(F)(F)(F)F)Br